C[C@H]1NCC(NC1)=O (R)-5-methylpiperazin-2-one